7-(4-bromobenzyl)-7-((tert-butylsulfinyl)amino)-2-azaspiro[4.4]Nonane-2-carboxylic acid tert-butyl ester C(C)(C)(C)OC(=O)N1CC2(CC1)CC(CC2)(NS(=O)C(C)(C)C)CC2=CC=C(C=C2)Br